ClC1=CNC=2N=C(C=C(C21)NC)NC2=C(C=C(C=C2)S(=O)(=O)N2C(CCCC2)N2CCOCC2)OC 3-chloro-N6-(2-methoxy-4-((morpholinopiperidin-1-yl)sulfonyl)phenyl)-N4-methyl-1H-pyrrolo[2,3-b]pyridine-4,6-diamine